tert-butyl 1-(8-fluoro-7-(8-fluoronaphthalen-1-yl)-2-((tetrahydro-1H-pyrrolizin-7a(5H)-yl) methoxy)pyrido[4,3-d]pyrimidin-4-yl)piperidine-4-carboxylate FC1=C(N=CC2=C1N=C(N=C2N2CCC(CC2)C(=O)OC(C)(C)C)OCC21CCCN1CCC2)C2=CC=CC1=CC=CC(=C21)F